2-(3-(cyclopent-1-en-1-yl)-1H-pyrazol-1-yl)-N-(4,4-difluorocyclohexyl)-6-methylpyrimidin-4-amine C1(=CCCC1)C1=NN(C=C1)C1=NC(=CC(=N1)NC1CCC(CC1)(F)F)C